1-((1-Oxo-1,2-dihydroisoquinolin-5-yl)sulfonyl)-2,3-dihydro-1H-pyrrolo[3,2-c]pyridine-6-carbonitrile O=C1NC=CC2=C(C=CC=C12)S(=O)(=O)N1CCC=2C=NC(=CC21)C#N